CC1=NC=2N(C(=C1CCCCCCCC)N)N=CN2 5-methyl-6-octyl-[1,2,4]triazolo[1,5-a]pyrimidine-7-amine